3,3-diethoxy-2-formylpropanenitrile potassium salt [K].C(C)OC(C(C#N)C=O)OCC